methyl 2-[[3-[[(E,2S)-7-(dimethylamino)-2-(dimethylcarbamoyloxy)-7-oxo-hept-5-enoyl]amino]-2-oxo-1-pyridyl]methyl]-5-fluoro-indole-1-carboxylate CN(C(/C=C/CC[C@@H](C(=O)NC=1C(N(C=CC1)CC=1N(C2=CC=C(C=C2C1)F)C(=O)OC)=O)OC(N(C)C)=O)=O)C